C1=CC=CC=2C3=CC=CC=C3C(C12)COC(=O)N([C@@H](CCC(=O)O)C(=O)OC(C)(C)C)C (S)-4-((((9H-fluoren-9-yl)methoxy)carbonyl)(methyl)amino)-5-(tert-butoxy)-5-oxopentanoic Acid